5-(4-(5-(3,5-dichlorophenyl)-5-(trifluoromethyl)-4,5-dihydroisoxazol-3-yl)-2-methylbenzamido)-1-methyl-1H-pyrazole-4-carboxylate ClC=1C=C(C=C(C1)Cl)C1(CC(=NO1)C1=CC(=C(C(=O)NC2=C(C=NN2C)C(=O)[O-])C=C1)C)C(F)(F)F